iron-silicon-boron-copper [Cu].[B].[Si].[Fe]